N1,N1'-(piperazine-1,4-diylbis(propane-3,1-diyl))bis(propane-1,3-diamine) N1(CCN(CC1)CCCNCCCN)CCCNCCCN